O1C2(OCC1)C1CC(CC1C2)=O spiro[bicyclo[3.2.0]heptane-6,2'-[1,3]dioxolan]-3-one